N-[5-(1,3-benzothiazol-5-yl)-4-fluoro-2-[(3R,5S)-3,4,5-trimethylpiperazin-1-yl]phenyl]-z-(difluoromethyl)-1-methyl-6-oxopyridine-3-carboxamide S1C=NC2=C1C=CC(=C2)C=2C(=CC(=C(C2)NC(=O)C2=C(N(C(C=C2)=O)C)C(F)F)N2C[C@H](N([C@H](C2)C)C)C)F